Cl.NC(C(=O)N1CCN(CC1)C(=O)NC1=NC(N(C=C1)C1=CC=C(C=C1)CCN1CCC2(CC2N)CC1)=O)(C)C 4-(2-Amino-2-methylpropanoyl)-N-(1-(4-(2-(1-amino-6-azaspiro[2.5]octan-6-yl)ethyl)phenyl)-2-oxo-1,2-dihydropyrimidin-4-yl)piperazine-1-carboxamide Hydrochloride Salt